FC=1C=C2C(=NC=NC2=C(C1C1=CC(=CC2=CC=CC=C12)O)F)N1CC=2N(CCC1)N=C(C2)C(=O)N(C)C 5-(6,8-Difluoro-7-(3-hydroxynaphthalen-1-yl)quinazolin-4-yl)-N,N-dimethyl-5,6,7,8-tetrahydro-4H-pyrazolo[1,5-a][1,4]diazepine-2-carboxamide